C1NCC12CC(C2)N2CCC(CC2)C=2C(=NC(=NC2)N2[C@@H](C1=C(NC=3N=NC(=CC31)C3=C(C=CC=C3)O)CC2)C)O (R)-5-(1-(2-azaspiro[3.3]heptan-6-yl)piperidin-4-yl)-2-(3-(2-hydroxyphenyl)-5-methyl-7,8-dihydro-5H-pyrido[3',4':4,5]pyrrolo[2,3-c]pyridazin-6(9H)-yl)pyrimidin-4-ol